ClC=1C(=CC=2C=C3N(C2C1)CCN(C3)C(CC[C@@]3(C(NC(N3)=O)=O)C3CC3)=O)F (S)-5-(3-(7-chloro-8-fluoro-3,4-dihydropyrazino[1,2-a]indol-2(1H)-yl)-3-oxopropyl)-5-cyclopropylimidazoline-2,4-dione